(2R)-2-[4-bromo-2-(1,2-oxazol-3-yl)phenoxy]-3-fluoropropionic acid BrC1=CC(=C(O[C@H](C(=O)O)CF)C=C1)C1=NOC=C1